2-(2,5-dimethylhept-4-en-1-yl)-5-methylfuran CC(CC=1OC(=CC1)C)CC=C(CC)C